3-((3aR,5r,6aS)-5-(5-methyl-1-(1-methyl-1H-pyrazol-4-yl)-1H-indazol-6-yl)hexahydrocyclopenta[c]pyrrol-2(1H)-yl)tetrahydro-2H-thiopyran 1,1-dioxide CC=1C=C2C=NN(C2=CC1C1C[C@@H]2[C@@H](CN(C2)C2CS(CCC2)(=O)=O)C1)C=1C=NN(C1)C